3-(6-((3S,4R)-3-fluoro-1-((1r,3S)-3-(piperidin-4-yloxy)cyclobutyl)piperidin-4-yl)-1-oxoisoindolin-2-yl)piperidine-2,6-dione F[C@@H]1CN(CC[C@@H]1C1=CC=C2CN(C(C2=C1)=O)C1C(NC(CC1)=O)=O)C1CC(C1)OC1CCNCC1